4-((4-((4,4-bis(hexyloxy)butanoyl)oxy)butyl)(2-hydroxyethyl)amino)butyl 4-(heptyloxy)-4-(hexyloxy)butanoate C(CCCCCC)OC(CCC(=O)OCCCCN(CCO)CCCCOC(CCC(OCCCCCC)OCCCCCC)=O)OCCCCCC